COC1=CC=C2CC(C(C2=C1)=O)C 6-methoxy-2-methyl-2,3-dihydro-1H-inden-1-one